CS(=O)(=O)C1=CC=C(OCCN2CCC3(CC2)C(N(C2=CC=CC=C23)C)=O)C=C1 1'-[2-(4-methanesulfonylphenoxy)ethyl]-1-methyl-1,2-dihydrospiro[indole-3,4'-piperidin]-2-one